3-amino-3,6-dideoxy-L-talose N[C@@H]([C@H](C=O)O)[C@H](O)[C@@H](O)C